CC1(C(CC1)C(=O)NN)C 2,2-dimethylcyclobutanecarbohydrazide